BrC1=C(C(=C(N)C(=C1)C1=C(C=CC=C1)F)F)C 4-bromo-2-fluoro-6-(2-fluorophenyl)-3-methylaniline